N-{4-[7-(cyclopropyloxy)-5-fluoro-3-(pyridin-2-yl)-1H-pyrrolo[3,2-b]pyridin-2-yl]pyridin-2-yl}-4,4-difluoro-2-(4-fluorophenyl)butanamide C1(CC1)OC1=C2C(=NC(=C1)F)C(=C(N2)C2=CC(=NC=C2)NC(C(CC(F)F)C2=CC=C(C=C2)F)=O)C2=NC=CC=C2